(R)-4-methylsulfinyl-benzaldehyde C[S@@](=O)C1=CC=C(C=O)C=C1